Cl.N1C(C=CC2=CC=CC=C12)=O (1H)-quinolin-2-one hydrochloride